OC(C(C=1C(=NC=CC1)C)S[C@@H]1O[C@@H]([C@@H]([C@@H]([C@H]1O)N1N=NC(=C1)C1=CC(=C(C(=C1)F)F)F)O)CO)(C)C (2S,3R,4S,5R,6R)-2-((2-Hydroxy-2-methyl-1-(2-methylpyridin-3-yl)propyl)thio)-6-(hydroxymethyl)-4-(4-(3,4,5-trifluorophenyl)-1H-1,2,3-triazol-1-yl)tetrahydro-2H-pyran-3,5-diol